4-(ETHOXYCARBONYLDIFLUOROMETHYL)PHENYLBORONIC ACID C(C)OC(=O)C(C1=CC=C(C=C1)B(O)O)(F)F